C(C1=CC=CC=C1)OC1=C(N(C=CC1=O)NC(=O)OC(C)(C)C)C(=O)OC methyl 3-(benzyloxy)-1-((tert-butoxycarbonyl)amino)-4-oxo-1,4-dihydropyridine-2-carboxylate